2-(2-(2,6-dioxopiperidin-3-yl)-3-oxoisoindolin-5-yl)-N-(5-(phenylamino)thiazol-2-yl)acetamide O=C1NC(CCC1N1CC2=CC=C(C=C2C1=O)CC(=O)NC=1SC(=CN1)NC1=CC=CC=C1)=O